(2S,4R)-4-fluoro-N-[(S)-phenyl[4-(propan-2-yl)phenyl]methyl]-1-[2-(pyridin-3-yl)acetyl]pyrrolidine-2-carboxamide F[C@@H]1C[C@H](N(C1)C(CC=1C=NC=CC1)=O)C(=O)N[C@H](C1=CC=C(C=C1)C(C)C)C1=CC=CC=C1